ClC(C)C=1C=CC(=NC1)SC 5-(1-Chloroethyl)-2-(methylthio)pyridine